N(=C=O)C1CC(C(CC1)C)CC1C(CCCC1)N=C=O 4-isocyanato-2-[(2-isocyanatocyclohexyl)methyl]-1-methylcyclohexane